C(C)(CC)C1C(NC2=C(CN1C(=O)NC1CCOCC1)C=CC=C2)=O 3-(sec-butyl)-2-oxo-N-(tetrahydro-2H-pyran-4-yl)-1,2,3,5-tetrahydro-4H-benzo[1,4]diazepine-4-carboxamide